FC=1C(=C2C(=NC(=NN2C1)N[C@H]1[C@H](CN(CC1)C)F)OC)C=1C=CC2=C(N(N=N2)[C@H](CF)C)C1 6-fluoro-N-((3S,4R)-3-fluoro-1-methylpiperidin-4-yl)-5-(1-((S)-1-fluoropropan-2-yl)-1H-benzo[d][1,2,3]triazol-6-yl)-4-methoxypyrrolo[2,1-f][1,2,4]triazin-2-amine